C(C)OC(=O)C1=CN(C(=C1)C1=C(C=CC=C1)F)S(=O)(=O)C=1C=NC=CC1 5-(2-Fluorophenyl)-1-(pyridine-3-sulfonyl)-1H-pyrrole-3-carboxylic acid ethyl ester